4-[3-(difluoromethyl)-4-nitro-pyrazol-1-yl]cyclohexanol FC(C1=NN(C=C1[N+](=O)[O-])C1CCC(CC1)O)F